C1(=CC=CC=C1)N1CC2=C(C=CC=C2C=C1)N1CC2=CC=CC=C2CC1 2'-phenyl-3,4-dihydro-1H-(2,8'-biisoquinolin)